FC(CCC1=CC=C(C=C1)CCCC(=O)O)F 4-(4-(3,3-difluoropropyl)phenyl)butanoic acid